N-(4-(N-(3-trifluoromethylphenyl)sulfamoyl)phenyl)-3-bromo-4-methoxybenzenesulphonamide FC(C=1C=C(C=CC1)NS(=O)(=O)C1=CC=C(C=C1)NS(=O)(=O)C1=CC(=C(C=C1)OC)Br)(F)F